BrC=1C=C2CCC(C2=C(C1)F)=O 5-bromo-7-fluoro-2,3-dihydro-1H-inden-1-one